C1(=CC=C(C=C1)CNC(C1=CN=C(C=C1)N1N=CC=C1)=O)C1=CC=CC=C1 N-([1,1'-Biphenyl]-4-ylmethyl)-6-(1H-pyrazol-1-yl)nicotinamide